silanol hydrochloride Cl.[SiH3]O